2-(3-(Methoxy-d3)phenyl)-4,4,5,5-tetramethyl-1,3,2-dioxaborolane C(OC=1C=C(C=CC1)B1OC(C(O1)(C)C)(C)C)([2H])([2H])[2H]